N1=C(C=CC=C1)CNCC1=CC=C(C=C1)CN(C1CCC=2C=CC=NC2C1)CC=1NC=CN1 N-(2-pyridinylmethyl)-N'-(1H-imidazol-2-ylmethyl)-N'-(5,6,7,8-tetrahydro-7-quinolinyl)-1,4-benzenedimethanamine